C1(CC1)C=1C(=NSC1C(=O)NC1=CC(=NC=C1)C(F)(F)F)C1=CC=CC=C1 4-CYCLOPROPYL-3-PHENYL-N-(2-(TRIFLUORO-METHYL)PYRIDIN-4-YL)ISOTHIAZOLE-5-CARBOXAMIDE